3-(5-FORMYL-FURAN-2-YL)-BENZOIC ACID CARBAMOYLMETHYL ESTER C(N)(=O)COC(C1=CC(=CC=C1)C=1OC(=CC1)C=O)=O